(6-methoxy-2,3-dihydro-1H-pyrrolo[2,1-a]isoindol-9b(5H)-yl)methanol tert-Butyl-12-Hydroxy-4,7,10-trioxadodecanoate C(C)(C)(C)C(C(=O)OCC12N(CC3=C(C=CC=C13)OC)CCC2)COCCOCCOCCO